(S)-5-amino-1-(2-(1-((tert-butoxycarbonyl)amino)but-3-en-1-yl)pyridin-4-yl)-1H-pyrazole-3-carboxylic acid ethyl ester C(C)OC(=O)C1=NN(C(=C1)N)C1=CC(=NC=C1)[C@H](CC=C)NC(=O)OC(C)(C)C